phthalic acid di(2-methylallyl) ester CC(COC(C=1C(C(=O)OCC(=C)C)=CC=CC1)=O)=C